C(C)(C)(C)NC1=C(C(=O)[O-])C=CC=C1 tert-butylaminobenzoate